C(=C/CCCC)/C1=C(C(C(=O)O)=CC=C1)O.OC1=C(C(=O)O)C=CC=C1 2-hydroxybenzoate (cis-3-hexenyl salicylate)